C(C)(C)(C)[C@@H]1CC=2C=C3C(=NC2CC1)SC(=N3)C(=O)N[C@H](CCN3CCC(CC3)O)C3=CC(=CC=C3)C(=O)N3CC(C3)N3CCOCC3 (7S)-7-tert-butyl-N-[(1R)-3-(4-hydroxy-1-piperidyl)-1-[3-(3-morpholinoazetidine-1-carbonyl)phenyl]propyl]-5,6,7,8-tetrahydrothiazolo[5,4-b]quinoline-2-carboxamide